7-isopropoxy-2-(1-methyl-2-oxabicyclo[2.1.1]hex-4-yl)-N-(1-((1s,2s)-2-methylcyclopropyl)-2-oxo-1,2-dihydropyridin-3-yl)imidazo[1,2-a]pyridine-6-carboxamide C(C)(C)OC1=CC=2N(C=C1C(=O)NC=1C(N(C=CC1)[C@@H]1[C@H](C1)C)=O)C=C(N2)C21COC(C2)(C1)C